1-((benzyloxy)carbonyl)-4-ethylpyrrolidine-3-carboxylic acid C(C1=CC=CC=C1)OC(=O)N1CC(C(C1)CC)C(=O)O